4-(3-chlorophenyl)-2-((4-(4-hydroxy-3-isopropylbenzyl)-3,5-dimethylphenoxy)methyl)-1,3,2-dioxaphosphinane 2-oxide ClC=1C=C(C=CC1)C1OP(OCC1)(COC1=CC(=C(C(=C1)C)CC1=CC(=C(C=C1)O)C(C)C)C)=O